C1(CC1)NC(C1=C(C=C(C=C1OC)C1=CN=C2N1C=CC(=C2)OCCN2C(COCC2)(C)C)OC(F)F)=O N-cyclopropyl-2-(difluoromethoxy)-4-[7-[2-(3,3-dimethylmorpholin-4-yl)ethoxy]imidazo[1,2-a]pyridin-3-yl]-6-methoxy-benzamide